N-(2-((2S,3R)-2-methylpiperidin-3-yl)thieno[2,3-b]pyridin-4-yl)benzo[d]thiazol-5-amine C[C@@H]1NCCC[C@H]1C1=CC=2C(=NC=CC2NC=2C=CC3=C(N=CS3)C2)S1